C(C)(=O)N1CCC(CC1)=O 1-acetylpiperidin-4-one